S1C=NC2=C1C=C(C=C2)\C=C\2/N=C(NC2=O)N[C@@H]2C[C@H](CCCC2)O |r| (±)-(4Z)-4-(1,3-Benzothiazol-6-ylmethylene)-2-[[trans-3-hydroxycycloheptyl]amino]-1H-imidazol-5-one